2-((5-(2-((3x-S,5x-S)-6-(dimethylamino)-5-hydroxy-2-methylhexan-3-yl)-2,6-diazaspiro[3.4]oct-6-yl)-1,2,4-triazin-6-yl)oxy)-5-fluoro-N,N-diisopropylbenzamide CN(CC(CC(C(C)C)N1CC2(C1)CN(CC2)C=2N=CN=NC2OC2=C(C(=O)N(C(C)C)C(C)C)C=C(C=C2)F)O)C